(2R,5S)-4-(6-cyano-1-methyl-2-oxo-1,2-dihydro-1,5-naphthyridine-4-yl)-2,5-dimethyl-piperazine C(#N)C=1N=C2C(=CC(N(C2=CC1)C)=O)N1C[C@H](NC[C@@H]1C)C